NC1=C(C=C(C=C1)NC1=C(C(=O)NS(=O)(=O)C2=CC(=C(C=C2)NCCC(=O)O)[N+](=O)[O-])C=CC(=C1)Br)F 3-((4-(N-(2-((4-amino-3-fluorophenyl)amino)-4-bromobenzoyl)sulfamoyl)-2-nitrophenyl)amino)propionic acid